9-(4-((1-(3-Fluoropropyl)azetidin-3-yliden)methyl)phenyl)-8-(5,6,7,8-tetrahydronaphthalin-1-yl)-6,7-dihydro-5H-benzo[7]annulen FCCCN1CC(C1)=CC1=CC=C(C=C1)C1=C(CCCC2=C1C=CC=C2)C2=CC=CC=1CCCCC21